tert-butyl 4-({2-methanesulfonyl-6-[4-(methoxycarbonyl)-2-nitrophenyl]-2,7-diazaspiro[3.5]nonan-7-yl}methyl)-5-methoxy-7-methylindole-1-carboxylate CS(=O)(=O)N1CC2(C1)CC(N(CC2)CC2=C1C=CN(C1=C(C=C2OC)C)C(=O)OC(C)(C)C)C2=C(C=C(C=C2)C(=O)OC)[N+](=O)[O-]